tert-butyl (4S)-4-[[tert-butyl(dimethyl)silyl]oxymethyl]-2-oxo-oxathiazolidine-3-carboxylate [Si](C)(C)(C(C)(C)C)OC[C@@H]1N(S(OC1)=O)C(=O)OC(C)(C)C